B(O)(O)O.FC1=CC=C(C=N1)CC(O)(C)C(C)(C)O 6-fluoropyridin-3-ylpinacol borate